4-((S)-2-Azido-1-methoxypropan-2-yl)-6-chloro-1-(cis-3-(cyclopropylsulfonyl)cyclobutoxy)-2,7-naphthyridine N(=[N+]=[N-])[C@@](COC)(C)C1=CN=C(C2=CN=C(C=C12)Cl)O[C@@H]1C[C@@H](C1)S(=O)(=O)C1CC1